2-methylsulfanyl-6-nitro-1,2,4-triazolo[5,1-c]-1,2,4-triazin-7-one sodium salt dihydrate O.O.[Na].CSN1NC=2N(C=C1)N(C(N2)=O)[N+](=O)[O-]